FCC1C(CC1)C(=O)O 2-(fluoromethyl)cyclobutane-1-carboxylic acid